[Si](C)(C)(C(C)(C)C)OCCN1C[C@H](NS1(=O)=O)C(=O)OC methyl (S)-5-(2-((tert-butyldimethylsilyl) oxy) ethyl)-1,2,5-thiadiazolidine-3-carboxylate 1,1-dioxide